N2,N2-dimethyl-N5-(3-methyl-2-(2-azaspiro[3.3]heptan-2-yl)phenyl)thiophene-2,5-disulfonamide CN(S(=O)(=O)C=1SC(=CC1)S(=O)(=O)NC1=C(C(=CC=C1)C)N1CC2(C1)CCC2)C